bis(4-fluorophenyl) methanedisulfonate C(S(=O)(=O)OC1=CC=C(C=C1)F)S(=O)(=O)OC1=CC=C(C=C1)F